C1=NC(N2C1=COC=C2)C(=O)[O-] imidazo[5,1-c][1,4]oxazine-3-carboxylate